S(=O)(=O)(O)C1=CC=C(C)C=C1.CN([C@@H]1C(N(C(C1)=O)[C@@H](C(=O)NCC1=C(C=CC=C1)F)C)=O)C (2R,S)-2-(3-(dimethylamino)-2,5-dioxopyrrolidin-1-yl)-N-(2-fluorobenzyl)propionamide tosylate